BrC=1C=NN(C1C1=C(C#N)C(=CC(=C1F)C#CC1CN(CC1)C)OC1CC1)C (4-bromo-1-methyl-1H-pyrazol-5-yl)-6-cyclopropoxy-3-fluoro-4-((1-methylpyrrolidin-3-yl)ethynyl)benzonitrile